S1=2C3=NC=C(CCCCCCNC(CCC4=C5C=CNC5=CC=C4CC(=CC=C1)C2)=O)N3 thia-3,12,20,31-tetrazapentacyclo[24.3.1.12,5.016,24.017,21]hentriaconta-1(30),2,4,16,18,21,23,26,28-nonaen-13-one